2-[[5-bromo-2-[4-[4-[4-[(2-chloro-9-methyl-purin-6-yl)amino]-3-methoxy-pyrazol-1-yl]butylsulfamoyl]anilino]pyrimidin-4-yl]amino]-6-fluoro-benzamide BrC=1C(=NC(=NC1)NC1=CC=C(C=C1)S(NCCCCN1N=C(C(=C1)NC1=C2N=CN(C2=NC(=N1)Cl)C)OC)(=O)=O)NC1=C(C(=O)N)C(=CC=C1)F